(S)-(4-(difluoromethyl)-2-(5-fluoropyridin-2-yl)oxazol-5-yl)(4-(7-fluorobenzo[d]oxazol-2-yl)-6,7-dihydro-1H-imidazo[4,5-c]pyridin-5(4H)-yl)methanone FC(C=1N=C(OC1C(=O)N1[C@@H](C2=C(CC1)NC=N2)C=2OC1=C(N2)C=CC=C1F)C1=NC=C(C=C1)F)F